3-formyl-lysine C(=O)C([C@H](N)C(=O)O)CCCN